FC1=C(C(=CC=C1)C)N1CCC(CC1)N1C(N(C=2C(C1)=CN(N2)C)CC2=NC(=CC=C2C(F)(F)F)OC)=O 5-[1-(2-fluoro-6-methyl-phenyl)-piperidin-4-yl]-7-(6-methoxy-3-trifluoromethyl-pyridin-2-ylmethyl)-2-methyl-2,4,5,7-tetrahydro-pyrazolo[3,4-d]pyrimidin-6-one